BrC1=C(C=NN1CC)CC1=NC(=NN1C1=C(C=C(C=C1)F)I)C 5-((5-bromo-1-ethyl-1H-pyrazol-4-yl)methyl)-1-(4-fluoro-2-iodophenyl)-3-methyl-1H-1,2,4-triazole